C(#N)C1=CC(=CC=2N=C(OC21)C=2C(=C(C=CC2)C2=C(C(=CC=C2)NC=2N=CC=C1C=C(C=NC21)CN2C[C@H](CC2)O)C)C)CN2CCCC2 (R)-1-((7-Cyano-2-(3'-(3-(((S)-3-hydroxypyrrolidin-1-yl)methyl)-1,7-naphthyridin-8-ylamino)-2,2'-dimethylbiphenyl-3-yl)benzo[d]oxazol-5-yl)methyl)-pyrrolidin